THIENOPYRIMIDIN N1=CN=CC2=C1C=CS2